NC1=C(C=CC(=C1)C(=O)NCCN(C)C)C(=O)NC1=NNC2=CC=C(C=C12)CC1=CC(=CC(=C1)F)F 2-amino-N1-[5-(3,5-difluorobenzyl)-1H-indazol-3-yl]-N4-[2-(dimethylamino)ethyl]benzene-1,4-dicarboxamide